FC1=CC=C(C=C1)C=1C=CC=C2C=C(NC12)C(=O)OC methyl 7-(4-fluorophenyl)-1H-indole-2-carboxylate